8-[3'-(dibenzothiophen-4-yl)(1,1'-biphenyl-3-yl)]Naphtho[1',2':4,5]Furano[3,2-d]Pyrimidine C1=CC=C(C=2SC3=C(C21)C=CC=C3)C=3C=C(C=CC3)C3=CC(=CC=C3)C3=C2C(=NC=N3)C3=C(O2)C=CC=2C=CC=CC23